FC1=CC=C2C(=CNC(C2=C1F)=O)[C@@H](C)N(C(=O)NC1=CC=CC=C1)CC (R)-1-(1-(7,8-difluoro-1-oxo-1,2-dihydroisoquinolin-4-yl)ethyl)-3-phenyl-1-ethylurea